Cl.NC1=CC=C(C=C1)O p-aminophenol HCl